BrC1=NN2C(C(NCC2)C)=C1 2-bromo-4-methyl-4,5,6,7-tetrahydropyrazolo[1,5-a]pyrazine